[Cl-].CC=1C=C(C=CC1OC(C1=CC=CC=C1)C=C)[S+]1CCCC1 1-[3-methyl-4-(vinyl-benzyloxy)phenyl]tetrahydrothiophenium chloride